C(C1=CC=CC=C1)[C@](CC(C)C)(C)NC(=O)C=1C=NC2=C(C(=CC=C2C1)F)F N-[(1R)-1-benzyl-1,3-dimethyl-butyl]-7,8-difluoro-quinoline-3-carboxamide